[3-(cyclopropylmethoxy)phenyl]tetrahydropyran-4-carboxylic acid methyl ester COC(=O)C1CC(OCC1)C1=CC(=CC=C1)OCC1CC1